FC=1C(=NC=C(C1C1=C(C=NC(=C1)C)C(=O)NC=1SC(=NN1)C(N([C@@H]1CC[C@H](CC1)OCC1CC1)C)=O)OC)C 3'-Fluoro-5'-methoxy-2',6-dimethyl-N-(5-{methyl-[Trans-4-(cyclopropylmethoxy)cyclohexyl]carbamoyl}-1,3,4-thiadiazol-2-yl)-[4,4'-bipyridine]-3-carboxamide